(R)-3-(1-(2,4-dichlorobenzyl)pyrrolidin-3-yl)-2-oxo-2,3-dihydro-1H-benzo[d]imidazole-5-carboxylic acid hydrochloride Cl.ClC1=C(CN2C[C@@H](CC2)N2C(NC3=C2C=C(C=C3)C(=O)O)=O)C=CC(=C1)Cl